tert-butyl (E)-(2-(((2-(benzylamino)benzo[d]oxazol-6-yl)oxy)methyl)-3-fluoroallyl)carbamate C(C1=CC=CC=C1)NC=1OC2=C(N1)C=CC(=C2)OC\C(\CNC(OC(C)(C)C)=O)=C\F